ClC1=CC(=C(C=C1C#N)NS(=O)(=O)C=1C=C(C(=O)O)C=CC1C1CC1)OC1(CCC1)C#C 3-(N-(4-chloro-5-cyano-2-(1-ethynylcyclobutoxy)phenyl)sulfamoyl)-4-cyclopropylbenzoic acid